C(C=C)(=O)N1CC2C3=C(NN=C3CC1)CCN2C(=O)OC(C)(C)C tert-butyl 7-acryloyl-2,3,4,5a,6,7,8,9-octahydro-5H-1,2,5,7-tetraazabenzo[cd]azulene-5-carboxylate